BrCC(C(Br)(Br)Br)(C)C tribromoneopentyl bromide